(2-aminoprop-2-yl)-N6-(2-(2-fluoroprop-2-yl)pyrimidin-4-yl)-N1-methyl-2,7-naphthyridine-1,6-diamine NC(C)(C)C=1N=C(C2=CN=C(C=C2C1)NC1=NC(=NC=C1)C(C)(C)F)NC